4-(4-ethylpiperazin-1-yl)phenylamin C(C)N1CCN(CC1)C1=CC=C(C=C1)N